tert-butyl N-[1-[4-[(2,6-dioxo-3-piperidyl)amino]phenyl]-4-piperidyl]-N-methyl-carbamate O=C1NC(CCC1NC1=CC=C(C=C1)N1CCC(CC1)N(C(OC(C)(C)C)=O)C)=O